ClC=1C=CC=2N(C1)N=CC2S(=O)(=O)NC2=C(C=C(C(=C2)F)SCC)F 6-chloro-N-(4-(ethylsulfanyl)-2,5-difluorophenyl)pyrazolo[1,5-a]pyridine-3-sulfonamide